ONC(=O)[C@H]1OC2=C(C=CC=C2CC1)NC(OC(C1=CC=CC=C1)OC)=O Methoxybenzyl (S)-(2-(hydroxycarbamoyl)chroman-8-yl)carbamate